4-(1H-indol-5-ylamino)-5-styrylnicotinonitrile N1C=CC2=CC(=CC=C12)NC1=C(C=NC=C1C#N)C=CC1=CC=CC=C1